trans-ethyl 4-amino-2-(((3-fluorotetrahydro-2H-pyran-4-yl)amino)methyl)-5-morpholinobenzoate NC1=CC(=C(C(=O)OCC)C=C1N1CCOCC1)CN[C@H]1[C@@H](COCC1)F